tert-Butyl 2-(bis(2-hydroxyethyl)carbamoyl)-4-phenethylpiperidine-1-carboxylate OCCN(C(=O)C1N(CCC(C1)CCC1=CC=CC=C1)C(=O)OC(C)(C)C)CCO